(3S,4S)-4-{[5-(2,4-Difluoro-phenyl)-isoxazole-3-carbonyl]-amino}-1-((1R,2S)-2-hydroxy-cyclohexyl)-piperidine-3-carboxylic acid ((1R)-1-pyridin-2-yl-ethyl)-amide N1=C(C=CC=C1)[C@@H](C)NC(=O)[C@H]1CN(CC[C@@H]1NC(=O)C1=NOC(=C1)C1=C(C=C(C=C1)F)F)[C@H]1[C@H](CCCC1)O